4-(2-(3-(dimethylamino)propyl)-6-(4-quinolyl)-2H-indazol-3-yl)-3,6-dihydropyridine-1(2H)-carboxylic acid tert-butyl ester C(C)(C)(C)OC(=O)N1CCC(=CC1)C=1N(N=C2C=C(C=CC12)C1=CC=NC2=CC=CC=C12)CCCN(C)C